C(C)C1=CC2=C(C(C=3NC4=CC(=CC=C4C3C2=O)C#CC)(C)C)C=C1N1CCC(CC1)N1CCOCC1 9-Ethyl-6,6-dimethyl-8-(4-morpholinopiperidin-1-yl)-3-(prop-1-yn-1-yl)-5,6-dihydro-11H-Benzo[b]carbazol-11-one